6-Chloro-N-[1-(4-methoxybenzyl)piperidin-4-yl]-2-{4-[4-(2-methoxyethyl)-1,4-diazepan-1-yl]phenyl}-3H-imidazo[4,5-b]pyridin-7-amine ClC=1C(=C2C(=NC1)NC(=N2)C2=CC=C(C=C2)N2CCN(CCC2)CCOC)NC2CCN(CC2)CC2=CC=C(C=C2)OC